ethyl 1-(2-chloroacetyl)-3-methylazepane-3-carboxylate ClCC(=O)N1CC(CCCC1)(C(=O)OCC)C